6-(3-((1s,3R)-3-methyl-1-(4-methyl-4H-1,2,4-triazol-3-yl)cyclobutyl)phenyl)-2-(((S)-3-methylpiperidin-1-yl)methyl)-4-(trifluoromethyl)-1,6-dihydro-7H-pyrrolo[2,3-c]pyridin-7-one CC1CC(C1)(C1=NN=CN1C)C=1C=C(C=CC1)N1C(C2=C(C(=C1)C(F)(F)F)C=C(N2)CN2C[C@H](CCC2)C)=O